[Na+].C1=C(C=CC2=CC=CC=C12)S(=O)(=O)[O-] β-naphthalenesulfonate sodium